1,3-dihydroxypropanone oxime OCC(CO)=NO